C(#N)C1=NC=CC(=C1)CN1C[C@@H](CCC1)N(C(OC(C)(C)C)=O)C tert-butyl (R)-(1-((2-cyanopyridin-4-yl)methyl)piperidin-3-yl)(methyl)carbamate